O7-[2-[7-(2-butyloctanoyloxy)heptanoyloxymethyl]-2-(hydroxymethyl)-3-[7-[(Z)-non-3-enoxy]-7-oxo-heptanoyl]oxy-propyl] O1-[(Z)-non-3-enyl] heptanedioate C(CCCCCC(=O)OCC(COC(CCCCCC(=O)OCC\C=C/CCCCC)=O)(CO)COC(CCCCCCOC(C(CCCCCC)CCCC)=O)=O)(=O)OCC\C=C/CCCCC